4-(4-(4-chloroquinolin-6-yl)-3-fluorobenzyl)piperazin-2-one ClC1=CC=NC2=CC=C(C=C12)C1=C(C=C(CN2CC(NCC2)=O)C=C1)F